(4-tert-butylcyclohexyl)propyl fumarate C(\C=C\C(=O)[O-])(=O)OCCCC1CCC(CC1)C(C)(C)C